tert-Butyl(2-(3-((2-(4-methoxyphenyl)quinolin-4-yl)amino)propyl)octahydrocyclopenta[c]pyrrol-4-yl)carbamate C(C)(C)(C)OC(NC1CCC2CN(CC21)CCCNC2=CC(=NC1=CC=CC=C21)C2=CC=C(C=C2)OC)=O